(3R,4S)-4-Methylheptan-3-ol C[C@H]([C@@H](CC)O)CCC